ClC1=C(OC=2C=CC(=C(C2)S(=O)(=O)NC2(CC2)CS(=O)(=O)C)O)C(=CC(=C1)N1N=C(C(NC1=O)=O)C(F)F)Cl 5-[2,6-dichloro-4-[6-(difluoromethyl)-3,5-dioxo-1,2,4-triazin-2-yl]phenoxy]-2-hydroxy-N-[1-(methylsulfonylmethyl)cyclopropyl]benzenesulfonamide